6-bromo-N-(4-hydroxy-bicyclo[2.2.2]oct-1-yl)pyrazolo[1,5-a]pyrimidine-3-carboxamide BrC=1C=NC=2N(C1)N=CC2C(=O)NC21CCC(CC2)(CC1)O